ClC=1C=C(C=2N(N1)C=CN2)[C@@H]2[C@H](C2)C2=CC(=C(C#N)C=C2)C2CC2 4-((1S,2S)-2-(6-chloroimidazo[1,2-b]pyridazin-8-yl)cyclopropyl)-2-cyclopropylbenzonitrile